Ethyl 4-((3-cyclopropyl-4-fluorophenyl) amino)-6-acetylamino-1H-indole-2-carboxylate C1(CC1)C=1C=C(C=CC1F)NC1=C2C=C(NC2=CC(=C1)NC(C)=O)C(=O)OCC